NC1=NC2=C(N1CC(C)C=1C=C(C=CC1)C1=C(C=NN1C)C1=NC(=CC(=C1)C(=O)OC)C)C=C(C=C2)Br methyl 2-[5-[3-[2-(2-amino-6-bromo-benzimidazol-1-yl)-1-methyl-ethyl]phenyl]-1-methyl-pyrazol-4-yl]-6-methyl-pyridine-4-carboxylate